[N+](=O)([O-])C=1C(=NC2=CC=CC=C2C1O)O 3-nitroquinolin-2,4-diol